C(C)(=O)N1CCC(CC1)NC1=CC=NCN1C1CC(C(C1)O)N1CC2=CC=CC=C2CC1 6-((1-Acetylpiperidin-4-yl)amino)-N-(3-(3,4-dihydroisoquinolin-2(1H)-yl)-4-hydroxycyclopentyl)pyrimidine